CNC(=O)C1=CC=C(C=N1)N1N=C2C(=C1)CN(C2)CC=2C(=C1NC(C=3N(C1=CC2)N=CC3F)=O)F 7-((2-(6-(methylcarbamoyl)pyridin-3-yl)-2,6-dihydropyrrolo[3,4-c]pyrazol-5(4H)-yl)methyl)-3,6-difluoropyrazolo[1,5-a]quinoxalin-4(5H)-one